oxa[5]azacycloundecine O1C=CC=NC=CC=CC=C1